FC(C1=CC(=C(OC2=C(C=CC=C2)O)C=C1)C(F)(F)F)F [4-(difluoromethyl)-2-(trifluoromethyl)phenoxy]phenol